3-(4-((1R,5S)-3,8-Diazabicyclo[3.2.1]octan-3-yl)-8-fluoro-2-((tetrahydro-1H-pyrrolizin-7a(5H)-yl)methoxy-d2)pyrido[4,3-d]pyrimidin-7-yl)-4-ethylphenol [C@H]12CN(C[C@H](CC1)N2)C=2C1=C(N=C(N2)OC([2H])([2H])C23CCCN3CCC2)C(=C(N=C1)C=1C=C(C=CC1CC)O)F